ClC=1C(=CC2=C(C[C@](O2)(C2=CC=CC=C2)CNC2(CCC(CC2)O)C)C1C1=C(C(=O)N)C=CC(=C1F)OC(F)F)F 2-((2s,4s)-5-chloro-6-fluoro-2-((((trans)-4-hydroxy-1-methylcyclohexyl)amino)methyl)-2-phenyl-2,3-dihydrobenzofuran-4-yl)-4-(difluoromethoxy)-3-fluorobenzamide